FC1=C(CNC2=NC(=NC=C2C(=O)N)NC=2C=NN(C2)C)C=CC=C1F 4-((2,3-difluorobenzyl)amino)-2-((1-methyl-1H-pyrazol-4-yl)amino)pyrimidin-5-carboxamide